BrC=1C=NN2C1C=C(C=C2)C(=O)N(C)C2=CC(=C(C=C2)C#N)OC 3-bromo-N-(4-cyano-3-methoxy-phenyl)-N-methyl-pyrazolo[1,5-a]pyridine-5-carboxamide